CC1CC(CCC1)C(=O)O m-methylcyclohexanecarboxylic acid